N-tert-butyl-4-[[2-(o-tolyl)acetyl]amino]pyridine-2-carboxamide C(C)(C)(C)NC(=O)C1=NC=CC(=C1)NC(CC1=C(C=CC=C1)C)=O